N1([C@@H](CCCC1)C(=O)OCC=C)C(=O)OC(C)(C)C 2-allyl 1-(tert-butyl) (S)-piperidine-1,2-dicarboxylate